N=1C=C(N2C1C=CC=C2)C(C)(C)NC(=O)C2CN(C2)C=2C1=C(N=C(N2)N2CCN(CCC2)C)SC(=C1)C N-(2-(imidazo[1,2-a]pyridin-3-yl)propan-2-yl)-1-(6-methyl-2-(4-methyl-1,4-diazepan-1-yl)thieno[2,3-d]pyrimidin-4-yl)azetidine-3-carboxamide